(2S,3R)-2-{[5-(2-cyclopropylethoxy)-2-methyl-1-benzofuran-3-yl]formamido}-3-hydroxybutanamide C1(CC1)CCOC=1C=CC2=C(C(=C(O2)C)C(=O)N[C@H](C(=O)N)[C@@H](C)O)C1